CC1C(CC1SC)O 2-Methyl-3-(methylthio)cyclobutan-1-ol